1-(2-(4-(2-Fluorophenyl)-1H-imidazol-2-yl)piperidin-1-yl)-2-(methylsulfanyl)propan-1-one FC1=C(C=CC=C1)C=1N=C(NC1)C1N(CCCC1)C(C(C)SC)=O